(Z)-17-ethyloxacycloheptadec-10-en-2-one C(C)C1CCCCC\C=C/CCCCCCCC(O1)=O